benzyl (S)-2-(((tert-butyldimethylsilyl)oxy)methyl)-5-oxopyrrolidine-1-carboxylate [Si](C)(C)(C(C)(C)C)OC[C@H]1N(C(CC1)=O)C(=O)OCC1=CC=CC=C1